4-((8-Cyclobutoxy-7-(1H-pyrazol-4-yl)-[1,2,4]triazolo[1,5-c]pyrimidin-2-yl)amino)-3-methylbenzoic acid C1(CCC1)OC=1C=2N(C=NC1C=1C=NNC1)N=C(N2)NC2=C(C=C(C(=O)O)C=C2)C